NC1=C(C=CC=C1N)CN1C(NC=C1)=O 1-[(2,3-diaminophenyl)methyl]-2,3-dihydro-1H-imidazol-2-one